4-{[3-(1-cyclopropyl-1H-benzo[d][1,2,3]triazol-5-yl)-5-phenyl-1H-pyrazol-1-yl]methyl}-N-hydroxybenzamide C1(CC1)N1N=NC2=C1C=CC(=C2)C2=NN(C(=C2)C2=CC=CC=C2)CC2=CC=C(C(=O)NO)C=C2